(S)-3-[3-fluoro-4-(1,4-thiazepan-4-yl)phenyl]-5-[(methylamino)methyl]oxazolidin-2-one FC=1C=C(C=CC1N1CCSCCC1)N1C(O[C@H](C1)CNC)=O